C[Si](C#CC=1N=C(SC1)N)(C)C 4-(2-trimethylsilyl-ethynyl)thiazol-2-amine